CC(CC=O)(C)NC(OCC1=CC=CC=C1)=O benzyl N-(1,1-dimethyl-3-oxo propyl)carbamate